tert-Butyl (R)-3-(5-bromobenzo[d]thiazol-2-yl)-2-(3-(((S)-sec-butyl)amino)propanamido)-7-methyl-4,7-dihydrothieno[2,3-c]pyridine-6(5H)-carboxylate BrC=1C=CC2=C(N=C(S2)C2=C(SC=3[C@H](N(CCC32)C(=O)OC(C)(C)C)C)NC(CCN[C@@H](C)CC)=O)C1